C(C(C)C)(=O)N(C(C(=C)C)=O)C(=C)C1=CC=CC=C1 N-isobutyryl-N-(1-phenylvinyl)methacrylamide